COC1=NC(=CC=C1NC(=O)C=1C(=NOC1C)C1=CC=CC=C1)C1=NC=CC=C1 N-[2-methoxy-6-(2-pyridinyl)-3-pyridinyl]-5-methyl-3-phenyl-isoxazole-4-carboxamide